1-tert-Butoxycarbonyl-3-bis(tert-butoxycarbonyl)amino-4-bromo-1H-pyrrole-2-carboxylic acid ethyl ester C(C)OC(=O)C=1N(C=C(C1N(C(=O)OC(C)(C)C)C(=O)OC(C)(C)C)Br)C(=O)OC(C)(C)C